4-(4-((S)-4-aminoazepan-1-yl)-6-chloro-8-fluoro-2-(((2R,7aS)-2-fluorotetra-hydro-1H-pyrrolizin-7a(5H)-yl)methoxy)quinazolin-7-yl)-7-fluorobenzo[d]thiazol-2-amine N[C@@H]1CCN(CCC1)C1=NC(=NC2=C(C(=C(C=C12)Cl)C1=CC=C(C2=C1N=C(S2)N)F)F)OC[C@]21CCCN1C[C@@H](C2)F